C(C)(=O)SCC1CC(C1)C(=O)OC(C)(C)C tert-Butyl 3-((acetylthio)methyl)cyclobutanecarboxylate